fluoro-1-isopropyl-1H-indazol FC1=NN(C2=CC=CC=C12)C(C)C